3-(3-chloro-4-methylpyridin-2-yl)tetrahydrofuran-3-ol ClC=1C(=NC=CC1C)C1(COCC1)O